N-aminomethyl-3-aminopropyl-tripropoxysilane NCNCCC[Si](OCCC)(OCCC)OCCC